C(C)N1CC(CC1=O)C(=O)NC(C)C1=CC=C(C=C1)NC1=CC=C(C=C1)N1CCC(CC1)C ethyl-N-(1-(4-((4-(4-methylpiperidin-1-yl)phenyl)amino)phenyl)ethyl)-5-oxopyrrolidine-3-carboxamide